4-(3-Chloroanilino)-2'-[(2S)-2-{[(pyridin-4-yl)oxy]methyl}butyl]-2',3'-dihydrospiro[cyclohexane-1,1'-indene]-4-carboxylic acid ClC=1C=C(NC2(CCC3(C(CC4=CC=CC=C34)C[C@H](CC)COC3=CC=NC=C3)CC2)C(=O)O)C=CC1